CCC(=O)N[C@@H]1[C@H](C[C@@](O[C@H]1[C@@H]([C@@H](CO)O[C@@]2(C[C@@H]([C@H]([C@@H](O2)[C@@H]([C@@H](CO)O[C@@]3(C[C@@H]([C@H]([C@@H](O3)[C@@H]([C@@H](CO)O[C@@]4(C[C@@H]([C@H]([C@@H](O4)[C@@H]([C@@H](CO)O)O)NC(=O)CC)O)C(=O)O)O)NC(=O)CC)O)C(=O)O)O)NC(=O)CC)O)C(=O)O)O)(C(=O)O)O)O The molecule is an N-propionylated alpha-(2->8)-linked homosialopolysaccharide consisting of four alpha-D-N-propionylneuraminyl residues joined by (2->8) linkages (i.e. [8)-alpha-Neu5Pr-(2->]n where n = 4). It is an [8)-alpha-Neu5Pr-(2->]n and an amino tetrasaccharide.